1,3-dibromo-5-(tert-butyl)benzene cobalt [Co].BrC1=CC(=CC(=C1)C(C)(C)C)Br